(S)-11-(2-aminoethyl)-4-ethyl-8-fluoro-4-hydroxy-9-chloro-1,12-dihydro-14H-pyrano[3',4':6,7]indolizino[2,1-b]quinoline NCCN1C2C(=CC3=CC(=C(C=C13)Cl)F)C1=CC3=C(CN1C2)COC[C@]3(O)CC